C(C)(C)(C)OC(=O)N1[C@H](CN(CC1)C1=NC(=NC(=C1[N+](=O)[O-])CC1(CCCC2=C(C=CC=C12)Br)C(=O)OC)Cl)CC#N (2S)-4-(6-((5-bromo-1-(methoxycarbonyl)-1,2,3,4-tetrahydronaphthalen-1-yl)methyl)-2-chloro-5-nitropyrimidin-4-yl)-2-(cyanomethyl)piperazine-1-carboxylic acid tert-butyl ester